(2S,6R)-N-((S)-1-cyano-2-(2-fluoro-4-(2-methyl-1-oxoisoindolin-5-yl)phenyl)ethyl)-6-methoxy-1,4-oxazepan-2-amide C(#N)[C@H](CC1=C(C=C(C=C1)C=1C=C2CN(C(C2=CC1)=O)C)F)NC(=O)[C@H]1OC[C@@H](CNC1)OC